methyl (1-(4-bromophenyl) propan-2-yl)carbamate BrC1=CC=C(C=C1)CC(C)NC(OC)=O